(3R,4R)-3-(cyclopropyl-(methyl)amino)-4-hydroxypyrrolidine-1-carboxylic acid tert-butyl ester C(C)(C)(C)OC(=O)N1C[C@H]([C@@H](C1)O)N(C)C1CC1